N[C@@H](CCC(=O)O)C(=O)N[C@@H](CS)C(=O)O glutamyl-L-cysteine